ClC=1C=CC=C2C(C=C(OC12)C1=C(OCCCNC2CC(C2)C(=O)O)C=C(C=C1)C(F)(F)F)=O 3-[3-[2-(8-chloro-4-oxo-chromen-2-yl)-5-(trifluoromethyl)phenoxy]propylamino]cyclobutanecarboxylic acid